CC(COC(C1=CC=CC=C1)=O)(C=O)C Benzoic acid (2,2-dimethyl-3-oxo-propyl) ester